FC=1C=C(C=CC1F)NC(=O)N1CC=2N(C[C@@H]1C)C=NC2C(=O)N[C@H](C(F)(F)F)C (S)-N7-(3,4-Difluorophenyl)-6-methyl-N1-((S)-1,1,1-trifluoropropan-2-yl)-5,6-dihydroimidazo[1,5-a]pyrazine-1,7(8H)-dicarboxamide